(5S,6S,9R)-6-(2,3-difluorophenyl)-6,7,8,9-tetrahydro-9-oxo-5H-cyclohepta[B]pyridine FC1=C(C=CC=C1F)[C@@H]1CC=2C(=NC=CC2)C(CC1)=O